C(CCC)C=1C=C(C=2C=CC(OC2C1)(CCC=C(C)C)C)O 7-butyl-2-methyl-2-(4-methylpent-3-en-1-yl)-2H-chromen-5-ol